C(C)(C)(C)NC(C)=NC(C)(C)C.C(C)(C)(C)NC(C)=NC(C)(C)C.[Ni] nickel bis(N,N'-di-t-butylacetamidine)